C(C)C1=NC=C2NC=NC2=N1 ethylpurine